Methyl 5-bromo-3-methyl-2,3-dihydrobenzofuran-3-carboxylate BrC=1C=CC2=C(C(CO2)(C(=O)OC)C)C1